N-(3-chloro-5-(methylsulfonamido)phenyl)-5-(3-((3-(ethyl(methyl)phosphoryl)-5-fluorobenzyl)oxy)-5-fluoropyridin-2-yl)-1-methyl-1H-pyrrole-3-carboxamide ClC=1C=C(C=C(C1)NS(=O)(=O)C)NC(=O)C1=CN(C(=C1)C1=NC=C(C=C1OCC1=CC(=CC(=C1)F)P(=O)(C)CC)F)C